trans-4-(2-(2-aminothiazol-5-yl)-6-(benzenesulfonyl)imidazo[4,5-d]pyrrolo[2,3-b]pyridine-1(6H)-yl)cyclohexanecarbonitrile NC=1SC(=CN1)C1=NC=2C(=C3C(=NC2)N(C=C3)S(=O)(=O)C3=CC=CC=C3)N1[C@@H]1CC[C@H](CC1)C#N